(S)-4-amino-N-(7-bromoisochroman-4-yl)-N,1,3-trimethylimidazo[1,5-a]quinoxaline-8-carboxamide NC=1C=2N(C3=CC(=CC=C3N1)C(=O)N(C)[C@@H]1COCC3=CC(=CC=C13)Br)C(=NC2C)C